(RS)-N-(5-(1-methyl-4-(((2R)-1-((tetrahydrofuran-2-yl)methyl)azetidin-2-yl)methoxy)-1H-pyrazol-5-yl)pyrazolo[1,5-a]pyridin-2-yl)cyclopropanecarboxamide CN1N=CC(=C1C1=CC=2N(C=C1)N=C(C2)NC(=O)C2CC2)OC[C@@H]2N(CC2)C[C@@H]2OCCC2 |&1:28|